BrC1=CC(=C(C=C1)C1=CC=C(O1)C1=NC2=C(N1)C=C(C=C2)[N+](=O)[O-])Cl 2-(5-(4-Bromo-2-chlorophenyl)furan-2-yl)-6-nitro-1H-benzo[d]imidazole